[(1S,4S)-2-bicyclo[2.2.1]hept-5-enyl]methyl prop-2-enoate C(C=C)(=O)OCC1[C@@H]2C=C[C@H](C1)C2